tert-butyl (R)-4-(1-(3'-(((5-fluoro-2-methoxyphenyl) (1H-indole-2-yl)methyl)carbamoyl)-[1,1'-biphenyl]-4-yl)piperidine-4-yl)piperazine-1-carboxylate FC=1C=CC(=C(C1)[C@H](C=1NC2=CC=CC=C2C1)NC(=O)C=1C=C(C=CC1)C1=CC=C(C=C1)N1CCC(CC1)N1CCN(CC1)C(=O)OC(C)(C)C)OC